N1(CCCCC1)C=1N=C(C(=NC1)C(=O)N)NC=1C=C2CCNCC2=CC1 5-(piperidin-1-yl)-3-(1,2,3,4-tetrahydroisoquinolin-6-ylamino)pyrazine-2-carboxamide